2-(3,4-dichlorophenyl)-1-ethyl-6-[(3-methyl-4-nitro-pyrazol-1-yl)methyl]-4-oxo-pyridine-3-carboxylic acid ClC=1C=C(C=CC1Cl)C=1N(C(=CC(C1C(=O)O)=O)CN1N=C(C(=C1)[N+](=O)[O-])C)CC